3-BROMo-5-(TRIFLUORoMETHYL)PHENYLISOCYANIDE BrC=1C=C(C=C(C1)C(F)(F)F)[N+]#[C-]